NC1=C2C(=NC=N1)N(N=C2C2=CC=C(C=C2)OC2=CC=CC=C2)[C@H]2CN(CCC2)C2CCN(CC2)CCCN2CCC(CC2)C=2C=C1CN(C(C1=CC2)=O)C2C(NC(CC2)=O)=O 3-(5-(1-(3-((R)-3-(4-amino-3-(4-phenoxyphenyl)-1H-pyrazolo[3,4-d]pyrimidin-1-yl)-[1,4'-bipiperidin]-1'-yl)propyl)piperidin-4-yl)-1-oxoisoindolin-2-yl)piperidine-2,6-dione